CN(CC(=O)O)C=1C=C(C=CC1)C N-methyl-N-m-tolylglycine